FC=1C(=NC=C(C(=O)OC)C1)Br methyl 5-fluoro-6-bromonicotinate